2-(4,6-diphenylpyrimidin-2-yl)-3,4,5,6-tetrakis(3-phenyl-9H-carbazol-9-yl)benzonitrile C1(=CC=CC=C1)C1=NC(=NC(=C1)C1=CC=CC=C1)C1=C(C#N)C(=C(C(=C1N1C2=CC=CC=C2C=2C=C(C=CC12)C1=CC=CC=C1)N1C2=CC=CC=C2C=2C=C(C=CC12)C1=CC=CC=C1)N1C2=CC=CC=C2C=2C=C(C=CC12)C1=CC=CC=C1)N1C2=CC=CC=C2C=2C=C(C=CC12)C1=CC=CC=C1